[C@H]1([C@H](O)[C@@H](O)[C@H](O)[C@H](O1)CO)O[C@H]1[C@@H](O[C@@H]([C@H]([C@@H]1O)O)CO)O[C@@H]([C@@H]([C@H](C=O)O)O)[C@H](O)CO α-D-Glucopyranosyl-(1→2)-β-D-glucopyranosyl-(1→4)-D-glucose